COC(=O)C1=NC=C(N=C1)C=1OC=CN1 5-(1,3-Oxazol-2-yl)pyrazine-2-carboxylic acid methyl ester